N,N-bis(p-tert-butyl-benzyl)hydroxylamine C(C)(C)(C)C1=CC=C(CN(O)CC2=CC=C(C=C2)C(C)(C)C)C=C1